FC(C(=O)N1CC(C1)N1N=C(C=2C1=NC=CC2)C#CC2=CC(=CC=C2)F)=C 2-fluoro-1-(3-(3-((3-fluorophenyl)ethynyl)-1H-pyrazolo[3,4-b]pyridin-1-yl)azetidin-1-yl)prop-2-en-1-one